4-(2,6-bis(bis(2-methoxyethyl)amino)-8-(1-methyl-1,4,6,7-tetrahydro-5H-imidazo[4,5-c]pyridin-5-yl)pyrimido[5,4-d]pyrimidin-4-yl)-1-methylpiperazin-2-one COCCN(C=1N=C(C2=C(N1)C(=NC(=N2)N(CCOC)CCOC)N2CC1=C(CC2)N(C=N1)C)N1CC(N(CC1)C)=O)CCOC